O=C1NC(CCC1N1C(C2=CC=CC(=C2C1)N(CCCCC)CC1CCC(CC1)NC(OC(C)(C)C)=O)=O)=O tert-butyl ((1r,4r)-4-(((2-(2,6-dioxopiperidin-3-yl)-1-oxoisoindolin-4-yl)(pentyl)amino)methyl)cyclohexyl)carbamate